FC(C(C(F)(F)F)(C(F)(F)F)N=C=O)(F)F Perfluoro-tert-Butyl isocyanate